NC1COOC2C(=C(C(=NC1O2)N)O)OC 5,8-diamino-10-methoxy-2,3,11-trioxa-7-azabicyclo[4.4.1]undeca-7,9-dien-9-ol